NC1=CC(=C(C=C1)N1CCC(CC1)N1CC(C1)N1CCC(CC1)COC1=CC(=C2C(NC(=NC2=C1)CCC1CCOCC1)=O)F)F 7-((1-(1-(1-(4-amino-2-fluorophenyl)piperidin-4-yl)azetidin-3-yl)piperidin-4-yl)methoxy)-5-fluoro-2-(2-(tetrahydro-2H-pyran-4-yl)ethyl)quinazolin-4(3H)-one